N-benzhydryl-2-[(2R)-1-[(2,3-difluorophenyl)methyl]-5-oxopyrrolidin-2-yl]acetamid C(C1=CC=CC=C1)(C1=CC=CC=C1)NC(C[C@@H]1N(C(CC1)=O)CC1=C(C(=CC=C1)F)F)=O